5-(pyridin-3-yl)-4H-1,2,4-triazol-3-amine N1=CC(=CC=C1)C=1NC(=NN1)N